N1C=C(C2=CC=CC=C12)C1CCC2=CC=CC=C12 (1H-indole-3-yl)-2,3-dihydro-1H-indene